2-propyl-azido-ribose C(CC)[C@@](C(=O)N=[N+]=[N-])(O)[C@H](O)[C@H](O)CO